3-CHLORO-5-FORMYL-2-METHOXYPYRIDINE ClC=1C(=NC=C(C1)C=O)OC